C1(CC1)C1CN(CCO1)C(=O)C=1C=CC(=NC1)NC1=C2C(=NC(=C1)OC=1C(=CC(=NC1)C#N)C)N(C=N2)C 5-[7-[[5-(2-cyclopropylmorpholine-4-carbonyl)pyridin-2-yl]amino]-3-methylimidazo[4,5-b]pyridin-5-yl]oxy-4-methylpyridine-2-carbonitrile